N-(4-((10H-benzo[b]pyrido[2,3-e][1,4]oxazin-4-yl)oxy)phenyl)-1,5-dimethyl-3-oxo-2-phenyl-2,3-dihydro-1H-pyrazole-4-carboxamide N1=CC=C(C2=C1NC1=C(O2)C=CC=C1)OC1=CC=C(C=C1)NC(=O)C=1C(N(N(C1C)C)C1=CC=CC=C1)=O